4-(2-(4-(2,4-Di-t-butylphenoxy)butyrylamino)benzoylamino)benzoic acid C(C)(C)(C)C1=C(OCCCC(=O)NC2=C(C(=O)NC3=CC=C(C(=O)O)C=C3)C=CC=C2)C=CC(=C1)C(C)(C)C